ClC1=C(N=C(NC1=O)C1=C(N=CS1)C)C1CCN(CC1)C(=O)C1=CC(=NN1)C 5-chloro-4-[1-(3-methyl-1H-pyrazole-5-carbonyl)-4-piperidinyl]-2-(4-methylthiazol-5-yl)-1H-pyrimidin-6-one